C[C@@H]1N(CCN(C1)C)C=1C2=C(N(C(N1)=O)C=1C(=NC=CC1C)C(C)C)N=C(C(=C2)F)C2=C(C=CC=C2O)F 4-((S)-2,4-dimethylpiperazin-1-yl)-6-fluoro-7-(2-fluoro-6-hydroxyphenyl)-1-(2-Isopropyl-4-methylpyridin-3-yl)pyrido[2,3-d]pyrimidin-2(1H)-one